S1OC=CC=C1 thioxine